CC=1C(=NC=CC1C#N)O[C@H]1CN([C@@H](CC1)C)C(=O)C1=C(C=CC=C1)C(F)(F)F 3-methyl-2-{[(3R,6R)-6-methyl-1-{[2-(trifluoromethyl)phenyl]carbonyl}piperidin-3-yl]oxy}pyridine-4-carbonitrile